(3r,5r)-1-acetyl-5-(2-((5-chloro-4-(5,5-dimethyl-5,6-dihydro-4H-pyrrolo[1,2-b]pyrazol-3-yl)pyridin-2-yl)amino)-2-oxoethyl)-N,N-dimethylpiperidine-3-carboxamide C(C)(=O)N1C[C@@H](C[C@@H](C1)CC(=O)NC1=NC=C(C(=C1)C1=C2N(N=C1)CC(C2)(C)C)Cl)C(=O)N(C)C